COC1=C(C=C2C=NN(C2=C1)CCOC)C(=O)OC methyl 6-methoxy-1-(2-methoxyethyl)-1H-indazole-5-carboxylate